ClC1=C(C=CC(=C1)N1N=C(N=C1)C)C(=O)N[C@@]1(CCC=2N(C3=CC=C(C=C3C2)C)C1)C1=CC(=CC=C1)F (7S)-7-({[2-Chloro-4-(3-methyl-1H-1,2,4-triazol-1-yl)phenyl]carbonyl}amino)-7-(3-fluorophenyl)-2-methyl-6,7,8,9-tetrahydropyrido[1,2-a]indol